tert-butyl (3R,4R)-4-{[(1S,2R)-2-(2-{2-cyclopropyl-3',5'-difluoro-[1,1'-biphenyl]-3-yl}acetamido)-3,3-difluorocyclohexyl]oxy}-3-fluoropiperidine-1-carboxylate C1(CC1)C1=C(C=CC=C1CC(=O)N[C@@H]1[C@H](CCCC1(F)F)O[C@H]1[C@@H](CN(CC1)C(=O)OC(C)(C)C)F)C1=CC(=CC(=C1)F)F